4-(4-((5-(((2-(2,6-dioxopiperidin-3-yl)-3-oxo-2,3-dihydro-1H-indazol-7-yl)oxy)methyl)pyridin-2-yl)thio)piperidin-1-yl)-3-fluorobenzonitrile O=C1NC(CCC1N1NC2=C(C=CC=C2C1=O)OCC=1C=CC(=NC1)SC1CCN(CC1)C1=C(C=C(C#N)C=C1)F)=O